N1(C=NC=C1)C1=CC=C(CC2=C(N=C(O2)NCC2=CC(=CC=C2)OC)C)C=C1 (4-(1H-imidazol-1-yl)benzyl)-N-(3-methoxybenzyl)-4-methyloxazol-2-amine